(1,2-ethanediyl)-bis(indene) C(CC1C=CC2=CC=CC=C12)C1C=CC2=CC=CC=C12